C(C1=CC=CC=C1)OC1(CCCCC1)OCOC(=O)N1CC2(CC1)NC(COC2)=O ({[(benzyloxy)cyclohexyl]oxy}methyl)-7-oxo-9-oxa-2,6-diazaspiro[4.5]decane-2-carboxylate